8-(7-(difluoromethyl)-6-(1-methyl-1H-pyrazol-4-yl)-3,4-dihydroquinolin-1(2H)-yl)-N-methyl-6-(1-methyl-2-oxopiperidin-4-yl)-3,4-dihydroisoquinoline-2(1H)-carboxamide FC(C1=C(C=C2CCCN(C2=C1)C=1C=C(C=C2CCN(CC12)C(=O)NC)C1CC(N(CC1)C)=O)C=1C=NN(C1)C)F